C(O)OC(=O)C1=NC(=C(C(=N1)CO)CO)CO tetra-methylolpyrimidinecarboxylic acid